CNCC=1C=C2CN(C(C2=CC1)=O)C1C(NC(CC1)=O)=O 3-(5-(methylaminomethyl)-1-oxoisoindolin-2-yl)piperidine-2,6-dione